ClC=1C(=CC(=C(C1)C=1NCC(N1)C(=O)O)OCC=1C=NC=C(C1)C#N)OCC=1C(=C(C=CC1)C1=C(C(=CC=C1)OCCCN1CCC(CC1)O)C)C 2-(5-chloro-2-((5-cyanopyridin-3-yl)methoxy)-4-((3'-(3-(4-hydroxypiperidin-1-yl)propoxy)-2,2'-dimethyl-[1,1'-biphenyl]-3-yl)methoxy)phenyl)-4,5-dihydro-1H-imidazole-4-carboxylic acid